ClC(=C(F)F)Cl 1,1-dichloro-2,2-difluoroethene